N-cyclohexyl-5-(1H-indol-2-yl)-1H-pyrrolo[2,3-b]Pyridin-4-amine C1(CCCCC1)NC=1C2=C(N=CC1C=1NC3=CC=CC=C3C1)NC=C2